2,5,6-Trichloropyridine-3-carboxamide ClC1=NC(=C(C=C1C(=O)N)Cl)Cl